2-((1S,2R)-1-(2-chloro-5-fluorophenyl)-1-(3,6-dimethylpyrazin-2-yl)propan-2-yl)-5-hydroxy-N-(isoxazol-4-yl)-1-methyl-6-oxo-1,6-dihydropyrimidine-4-carboxamide ClC1=C(C=C(C=C1)F)[C@H]([C@@H](C)C=1N(C(C(=C(N1)C(=O)NC=1C=NOC1)O)=O)C)C1=NC(=CN=C1C)C